1,4,6-trioxaspiro[4.6]undecane O1CCOC12OCCCCC2